OC1CC(C1)NC1=C2C(=NC=C1C=1NC=3C(=CC4=C(CCN(CC4)C4COC4)C3)N1)C=CS2 7-(((1s,3s)-3-hydroxycyclobutyl)amino)-6-(7-(oxetan-3-yl)-1,5,6,7,8,9-Hexahydroimidazo[4',5':4,5]benzo[1,2-d]azepin-2-yl)thieno[3,2-b]pyridine